1-(9Z-heptadecenoyl)-2-heptadecanoyl-glycero-3-phosphocholine CCCCCCCCCCCCCCCCC(=O)O[C@H](COC(=O)CCCCCCC/C=C\CCCCCCC)COP(=O)([O-])OCC[N+](C)(C)C